tert-butyl 4-[7-([8-fluoro-2-methylimidazo[1,2-a]pyridin-6-yl]carbamoyl)-2-methylindazol-4-yl]piperazine-1-carboxylate FC=1C=2N(C=C(C1)NC(=O)C1=CC=C(C3=CN(N=C13)C)N1CCN(CC1)C(=O)OC(C)(C)C)C=C(N2)C